(R)-4-(tert-butoxy)-6,8-difluoro-2-((1-((3-fluoropyrrolidin-1-yl)methyl)cyclopropyl)methoxy)quinazoline C(C)(C)(C)OC1=NC(=NC2=C(C=C(C=C12)F)F)OCC1(CC1)CN1C[C@@H](CC1)F